[5-[5-[(1R)-1-(3,5-dichloro-4-pyridyl)ethoxy]-1H-indazol-3-yl]-3-fluoro-2-pyridyl]imino-dimethyl-oxo-λ6-sulfane ClC=1C=NC=C(C1[C@@H](C)OC=1C=C2C(=NNC2=CC1)C=1C=C(C(=NC1)N=S(=O)(C)C)F)Cl